bis-(1-phenylethyl)aminolithium C1(=CC=CC=C1)C(C)N(C(C)C1=CC=CC=C1)[Li]